2-fluoro-N-(1-(2-hydroxyethyl-2-d)-6-oxo-3-(2-(trifluoromethyl)phenyl)-1,6-dihydropyridazin-4-yl)-5-(trifluoromethyl)benzamide FC1=C(C(=O)NC=2C(=NN(C(C2)=O)CC([2H])O)C2=C(C=CC=C2)C(F)(F)F)C=C(C=C1)C(F)(F)F